3-(1-(tert-butoxycarbonyl)-3-hydroxyazetidin-3-yl)-4-chlorobenzoic acid C(C)(C)(C)OC(=O)N1CC(C1)(O)C=1C=C(C(=O)O)C=CC1Cl